CO[Si](CCCNCCN)(OC)OC n-(beta-aminoethyl)-gamma-aminopropyltrimethoxysilane